tert-butyl 4-[3-[4-[3-amino-6-(2-hydroxyphenyl)pyridazin-4-yl]pyrazol-1-yl]azetidin-1-yl]benzoate NC=1N=NC(=CC1C=1C=NN(C1)C1CN(C1)C1=CC=C(C(=O)OC(C)(C)C)C=C1)C1=C(C=CC=C1)O